(S)-2-(3-Chlorophenyl)-1-(3-fluorophenyl)-2-methylpropyl ((S)-3-cyclohexyl-1-(((S)-1-hydroxy-3-((S)-2-oxopyrrolidin-3-yl)propan-2-yl)amino)-1-oxopropan-2-yl)carbamate C1(CCCCC1)C[C@@H](C(=O)N[C@H](CO)C[C@H]1C(NCC1)=O)NC(O[C@H](C(C)(C)C1=CC(=CC=C1)Cl)C1=CC(=CC=C1)F)=O